CCCCCCCCC(CCCCCCCC)OC(CCCCCCCN(CCCCCCCC(OCCCCCCCCC)=O)CCCCC(OC(C(OC(CCCCN(CCCCCCCC(OCCCCCCCCC)=O)CCCCCCCC(=O)OC(CCCCCCCC)CCCCCCCC)=O)C)C)=O)=O Di(heptadecan-9-yl)8,8'-(26,27-dimethyl 11,24,29,42-tetraoxo-10,25,28,43-tetraoxa-19,34-diazadopentacontane-19,34-diyl)dioctanoate